3-methyl-5-(N-(2,6-difluoro-4-chlorobenzyl)-N-phenethylsulfamoyl)benzofuran-2-carboxylic acid CC1=C(OC2=C1C=C(C=C2)S(N(CCC2=CC=CC=C2)CC2=C(C=C(C=C2F)Cl)F)(=O)=O)C(=O)O